FC1=C(C=CC(=C1F)OC)C1=CN=C2N1C=CN=C2NC2=CC(=C(C=C2)C(=O)N2CCN(CC2)C(=O)[C@@H]2NC[C@H](C2)O)C |r| [4-[[3-(2,3-difluoro-4-methoxyphenyl)imidazo[1,2-a]pyrazin-8-yl]amino]-2-methylphenyl]-[4-[rac-(2R,4S)-4-hydroxypyrrolidine-2-carbonyl]piperazin-1-yl]methanone